CC=1N(C2=NC=CC=C2C(C1C(=O)O)=O)C=1SC=CN1 Methyl-4-oxo-1-(1,3-thiazol-2-yl)-1,4-dihydro-1,8-naphthyridine-3-carboxylic acid